1-(5-tert-butyl-isoxazol-3-yl)-3-[4-(5,6-dimethoxy-benzoimidazol-1-yl)-phenyl]-urea C(C)(C)(C)C1=CC(=NO1)NC(=O)NC1=CC=C(C=C1)N1C=NC2=C1C=C(C(=C2)OC)OC